4-[7,7-difluoro-2-[(2S,3R)-3-hydroxy-2-methyl-azetidin-1-yl]-5,6-dihydrocyclopenta[d]pyrimidin-4-yl]benzoic acid FC1(CCC2=C1N=C(N=C2C2=CC=C(C(=O)O)C=C2)N2[C@H]([C@@H](C2)O)C)F